3-bromo-N-(2-methyl-4-chloro-6-(methylamino)phenyl)-1-(3-chloro-2-pyridyl)-1H-pyrazole-5-carboxamide BrC1=NN(C(=C1)C(=O)NC1=C(C=C(C=C1NC)Cl)C)C1=NC=CC=C1Cl